FC(CN1N=CC=2C1=NC(=CN2)N2CCC1(CC(NC1)=O)CC2)F 8-(1-(2,2-difluoroethyl)-1H-pyrazolo[3,4-b]pyrazin-6-yl)-2,8-diazaspiro[4.5]decan-3-one